O=C1N(CCCC1)CCN1C(C2=CC=CC=C2C2(CCNCC2)C1=O)C1CCC(CC1)=C(C)C 2-(2-(2-oxopiperidin-1-yl)ethyl)-1-(4-(propan-2-ylidene)cyclohexyl)-1,2-dihydro-3H-spiro[isoquinoline-4,4-piperidin]-3-one